(5S,7S)-2-((difluoromethyl)sulfonyl)-5-(2,5-difluorophenyl)-7-fluoro-6,7-dihydro-5H-pyrrolo[1,2-b][1,2,4]triazole FC(S(=O)(=O)C=1N=C2N(N1)[C@@H](C[C@@H]2F)C2=C(C=CC(=C2)F)F)F